C12(CCCCC1)OC(C1=C(O2)C=CC=C1)=O 4H-spiro[benzo[d][1,3]dioxine-2,1'-cyclohexane]-4-one